5-(2-Cyclohexylpropan-2-yl)benzene-1,3-diol C1(CCCCC1)C(C)(C)C=1C=C(C=C(C1)O)O